4-(dimethylamino)butylcarbonate CN(CCCCOC([O-])=O)C